C(C)(C)OC([C@H](C)N=P(=O)OC1=C(C=CC=C1)OCC=1C=NC(=C(C1CN)OC(N(C)C)=O)C)=O.NC=1C=CC(=C(C1)C(C)=O)Br 1-(5-amino-2-bromo-phenyl)ethanone (2S)-Isopropyl-2-(((4-(aminomethyl)-5-(dimethylcarbamoyloxy)-6-methylpyridin-3-yl)methoxy)(phenoxy)phosphorylamino)propanoate